5-methoxy-2,3-dihydrobenzo[b][1,4]dioxin-6-yl acetate C(C)(=O)OC1=C(C2=C(OCCO2)C=C1)OC